2,2',3,3',5,6-hexahydrospiro[pyran-4,4'-pyrido[2,3-b][1,4,5]oxathiazepine]-1',1'-dioxide S1(C2=C(OC3(CN1)CCOCC3)N=CC=C2)(=O)=O